O=C(CCCC(=O)OC(CCCCCCC)CCCCCCC)CCCC(=O)OC(CCCCCCC)CCCCCCC 1,9-bis(pentadecan-8-yl) 5-oxononanedioate